BrCC1=C(C=CC(=C1F)OC)N1N=C(N=C1)C 1-[2-(bromomethyl)-3-fluoro-4-methoxy-phenyl]-3-methyl-1,2,4-triazole